tri-tertiary butyl-phosphonium tetrafluoroborate F[B-](F)(F)F.C(C)(C)(C)[PH+](C(C)(C)C)C(C)(C)C